N-((4-acetamidophenyl)thiocarbamoyl)-4-isopropylbenzamide C(C)(=O)NC1=CC=C(C=C1)NC(=S)NC(C1=CC=C(C=C1)C(C)C)=O